FC1=CC(=CC=2NC(=NC21)C=2C=NC=C(C2N2CC(C2)C(C)N)C2=C(C(=CC=C2)C)F)F 1-{1-[3-(4,6-difluoro-1H-1,3-benzodiazol-2-yl)-5-(2-fluoro-3-methylphenyl)pyridin-4-yl]azetidin-3-yl}ethan-1-amine